CC1(OB(OC1(C)C)C=1OC2=C(C1)C=CC(=C2)C(F)(F)F)C 4,4,5,5-tetramethyl-2-[6-(trifluoromethyl)-1-benzofuran-2-yl]-1,3,2-dioxaborolane